Iron-Gadolinium [Gd].[Fe]